ClC=1N=CC=2NC(C3=C(N(C2N1)C)SC(=N3)C(C)C)=O 6-chloro-2-isopropyl-4-methyl-4,9-dihydro-10H-pyrimido[5,4-b]thiazolo[5,4-e][1,4]diazepin-10-one